[K].FC1=CC=C(C[B-](F)(F)F)C=C1.[H+] 4-fluorobenzyl-trifluoroboric acid potassium salt